(5-bromo-4-(4-chloro-2,6-dimethylphenoxy)thiophen-2-yl)propan-2-ol BrC1=C(C=C(S1)CC(C)O)OC1=C(C=C(C=C1C)Cl)C